2-Chloro-4-(5-{7-methyl-7-[(2R)-2-methylpyrrolidin-1-yl]-6,7,8,9-tetrahydro-5H-benzo[7]annulen-2-yl}-1H-pyrazolo[3,4-b]pyridin-3-yl)benzamide ClC1=C(C(=O)N)C=CC(=C1)C1=NNC2=NC=C(C=C21)C=2C=CC1=C(CCC(CC1)(N1[C@@H](CCC1)C)C)C2